NC1=C(C(=O)NC=2SC(=C(N2)C)C)C(=CC=C1)C 2-amino-N-(4,5-dimethylthiazol-2-yl)-6-methylbenzamide